ClC1=C(CNC2=NC=CC=C2)C=CC(=C1)F N-(2-chloro-4-fluorobenzyl)pyridine-2-amine